Chloro-6-methyl-N-(1-methyl-1H-pyrazol-4-yl)pyrimidin-2-amine ClC1=NC(=NC(=C1)C)NC=1C=NN(C1)C